2-bromo-1-(4-chlorophenyl)ethane-1-one 2-(2-ethoxyethoxy)ethyl-methacrylate benzyl-2-(benzyloxy)-4-(((6-(3,6-dihydro-2H-pyran-4-yl)pyridin-3-yl)methyl)amino)benzoate C(C1=CC=CC=C1)OC(C1=C(C=C(C=C1)NCC=1C=NC(=CC1)C=1CCOCC1)OCC1=CC=CC=C1)=O.C(C)OCCOCCOC(C(=C)C)=O.BrCC(=O)C1=CC=C(C=C1)Cl